CC=1C(=NC(=NC1)NC=1C=CC(=NC1)N1CC(CC1)NC(C)=O)NC=1C=CC2=C(NC(O2)=O)C1 N-(1-(5-(5-methyl-4-(2-oxo-2,3-dihydrobenzo[d]oxazol-5-ylamino)pyrimidin-2-ylamino)pyridin-2-yl)pyrrolidin-3-yl)acetamide